1,2,3,5-tetrathiazepan S1SSNSCC1